CN(C1(CCC2(CN(C(N2)=O)C2=C(C#N)C=CC=C2)CC1)C1=CC=CC=C1)C cis-2-(8-dimethylamino-2-oxo-8-phenyl-1,3-diazaspiro[4.5]decan-3-yl)-benzonitrile